NCCCNC(COC1=C2C(N(C(C2=CC=C1)=O)C1C(NC(CC1)=O)=O)=O)=O N-(3-aminopropyl)-2-((2-(2,6-dioxopiperidin-3-yl)-1,3-dioxoisoindolin-4-yl)oxy)acetamide